2-Hydroxymethyl-pyrrolidine-1-carboxylic acid tert-butyl ester C(C)(C)(C)OC(=O)N1C(CCC1)CO